2,2-difluoro-3'-(5-fluoro-1H-pyrazolo[3,4-b]pyridin-4-yl)-2'-(5-fluoropyridin-2-yl)-4'H,6'H-spiro[cyclopropane-1,5'-pyrrolo[1,2-b]pyrazole] FC1(CC12CC=1N(N=C(C1C1=C3C(=NC=C1F)NN=C3)C3=NC=C(C=C3)F)C2)F